C(C)N1C(CC(C1)CNC)=O 1-ethyl-4-(methylaminomethyl)pyrrolidin-2-one